(3R)-3-[4-(piperidin-4-yl)phenyl]piperidine-2,6-dione N1CCC(CC1)C1=CC=C(C=C1)[C@@H]1C(NC(CC1)=O)=O